sodium methane C.[Na]